C(C)(C)(C)OC(=O)NC=1C=C(NC=2N=CC3=C(N2)N(C(C(=C3)N3CCN(C2=C(C=CC=C32)C)C(=O)OCC3=CC=CC=C3)=O)CCOCCOS(=O)(=O)C3=CC=C(C=C3)C)C=CC1 benzyl 4-[2-[3-(tert-butoxycarbonylamino)anilino]-7-oxo-8-[2-[2-(p-tolylsulfonyloxy)ethoxy]ethyl]pyrido[2,3-d]pyrimidin-6-yl]-8-methyl-2,3-dihydroquinoxaline-1-carboxylate